NC1=C(C2=CC(=CC(=C2C=C1)O)S(=O)(=O)O)S(=O)(=O)O 2-amino-1,7-disulfo-5-hydroxynaphthalene